6-((5-fluoropyridin-2-yl)amino)-1-(4-(trifluoromethyl)phenyl)-1,2-dihydro-3H-pyrazolo[4,3-c]pyridin-3-one FC=1C=CC(=NC1)NC1=CC2=C(C=N1)C(NN2C2=CC=C(C=C2)C(F)(F)F)=O